C1(=CC=CC=C1)SC1=C(C(=O)C(CCC=NC2(C(=O)[O-])CC=CC=C2)CCC)C=CC=C1 1-(4-[phenylsulfanylbenzoyl]heptylideneamino)benzoate